O1CCN(CC1)CC1=CC(=NC=C1)COC1=C2CN(C(C2=CC=C1)=O)C1C(NC(CC1)=O)=O 3-(4-((4-(morpholinomethyl)pyridin-2-yl)methoxy)-1-oxoisoindolin-2-yl)piperidine-2,6-dione